NC1=C2N=CN(C2=NC(=N1)F)[C@H]1C[C@@H]([C@@](O1)(C#C)CO[P@](=O)(O[C@H](C(=O)OCCCCCCCC)C)N[C@@H](CC1=CC=CC=C1)C(=O)OCCCCCCCC)O Octyl ((S)-(((2R,3S,5R)-5-(6-amino-2-fluoro-9H-purin-9-yl)-2-ethynyl-3-hydroxytetrahydrofuran-2-yl)methoxy) (((S)-1-(octyloxy)-1-oxopropan-2-yl) oxy)phosphoryl)-L-phenylalaninate